C(C)O[Si](OCC)(OCC)OCC.C[Si](O[Si](C)(C)C)(C)C hexamethyldisiloxane tetraethylorthosilicate